vinyltris(2,2,2-trifluoroethoxy)silane C(=C)[Si](OCC(F)(F)F)(OCC(F)(F)F)OCC(F)(F)F